C(C)OC1=NC(=C(C=2N=C(N=C(C21)N2CCOC[C@](C2)(O)C)SC)F)C2=CC(=CC1=CC=C(C(=C21)C#C[Si](C(C)C)(C(C)C)C(C)C)F)O[Si](C(C)C)(C(C)C)C(C)C (S)-4-(5-ethoxy-8-fluoro-7-(7-fluoro-8-((triisopropylsilyl)ethynyl)-3-((triisopropylsilyl)oxy)naphthalen-1-yl)-2-(methylthio)pyrido[4,3-d]pyrimidin-4-yl)-6-methyl-1,4-oxazepane-6-ol